9-((1'R)-3,5'-di(9H-carbazol-9-yl)-1',6'-dihydro-[1,1':2',1'':3'',1'''-quaterphenyl]-2'''-yl)-9H-pyrido[2,3-b]indole C1=CC=CC=2C3=CC=CC=C3N(C12)C=1C=C(C=CC1)[C@@H]1C(=CC=C(C1)N1C2=CC=CC=C2C=2C=CC=CC12)C1=CC(=CC=C1)C1=C(C=CC=C1)N1C2=C(C3=CC=CC=C13)C=CC=N2